trans-[(3S)-3-(5-fluoropyridin-3-yl)-1,2-oxazolidin-2-yl]-[4-[(8-methoxy-2-methyl-[1,2,4]triazolo[1,5-a]pyridin-6-yl)methyl]cyclohexyl]methanone FC=1C=C(C=NC1)[C@H]1N(OCC1)C(=O)[C@@H]1CC[C@H](CC1)CC=1C=C(C=2N(C1)N=C(N2)C)OC